(E)-6-(3-aminoprop-1-en-1-yl)-N-(2,6-dioxopiperidin-3-yl)picolinamide NC/C=C/C1=CC=CC(=N1)C(=O)NC1C(NC(CC1)=O)=O